ethyl(5-chlorothiophen-3-yl)acetate C(C)OC(CC1=CSC(=C1)Cl)=O